1-Methyl-2-(6-trifluoromethyl-benzothiazol-2-ylamino)-1H-benzoimidazole-5-carboxylic acid ((R)-1-dimethylcarbamoyl-ethyl)-amide CN(C(=O)[C@@H](C)NC(=O)C1=CC2=C(N(C(=N2)NC=2SC3=C(N2)C=CC(=C3)C(F)(F)F)C)C=C1)C